6-[5-(difluoromethyl)-1,3,4-oxadiazol-2-yl]-2-[(5-fluoropyridin-2-yl)amino]-2,3-dihydro-1H-isoindol-1-one FC(C1=NN=C(O1)C1=CC=C2CN(C(C2=C1)=O)NC1=NC=C(C=C1)F)F